BrC=1C(=CC=C2C(=CC(N(C12)C)=O)C(=O)OCC)F Ethyl 8-bromo-7-fluoro-1-methyl-2-oxo-1,2-dihydroquinoline-4-carboxylate